C(C)(C)(C)OC(N(CC=1C=NNC1)CC(F)F)=O (2,2-Difluoroethyl)(1H-pyrazol-4-ylmethyl)carbamic acid tert-butyl ester